3-[4-[[2-(4-fluorophenyl)imidazol-1-yl]methyl]phenyl]-5-(trifluoromethyl)-1,2,4-oxadiazole FC1=CC=C(C=C1)C=1N(C=CN1)CC1=CC=C(C=C1)C1=NOC(=N1)C(F)(F)F